5-bromo-N2-(2-methyl-4-(4-(4-methylpiperazin-1-yl)piperidin-1-yl)-2,3-dihydrobenzofuran-7-yl)-N4-(1-(methylsulfonyl)indolin-7-yl)pyrimidine-2,4-diamine BrC=1C(=NC(=NC1)NC1=CC=C(C=2CC(OC21)C)N2CCC(CC2)N2CCN(CC2)C)NC=2C=CC=C1CCN(C21)S(=O)(=O)C